benzyl (4-(4-amino-3-iodo-1H-pyrazolo[3,4-d]pyrimidin-1-yl)bicyclo[2.2.1]heptan-1-yl)carbamate NC1=C2C(=NC=N1)N(N=C2I)C21CCC(CC2)(C1)NC(OCC1=CC=CC=C1)=O